C[C@@H]1CN(CCN1)C1=NC2=CC=CC=C2C=C1C#N ((R)-3-methylpiperazin-1-yl)quinoline-3-carbonitrile